[Ge].[Ni].[Al] aluminum-nickel-germanium